C(C)OC(C(C=1C=NN(C(C1)=O)C)(F)F)=O 2,2-difluoro-2-(1-methyl-6-oxo-1,6-dihydropyridazin-4-yl)acetic acid ethyl ester